BrC=1C=C2C=C(C=C3[Si](C4=C(C(=C32)C1)C=CC(=C4)Br)(C)C)Br 2,5,9-tribromo-7,7-dimethyl-7H-benzo[e]naphtho[1,8-bc]siline